tert-butyl (S)-4-((3-fluoro-1-((2-(trimethylsilyl) ethoxy) methyl)-1H-pyrrolo[2,3-b]pyridin-6-yl) (methyl) carbamoyl)-2-oxoimidazolidine-1-carboxylate FC1=CN(C2=NC(=CC=C21)N(C(=O)[C@H]2NC(N(C2)C(=O)OC(C)(C)C)=O)C)COCC[Si](C)(C)C